ClC1=CC=C(C=C1)[C@@H]1N(OCC1)C1=CC(=NC=N1)NC=1C(=CC(=C(C1)NC(C=C)=O)N1C[C@@H](CC1)N1CCOCC1)OC N-(5-((6-((R)-3-(4-chlorophenyl)isoxazolidine-2-yl)pyrimidine-4-yl)amino)-4-methoxy-2-((R)-3-morpholinopyrrolidine-1-yl)phenyl)acrylamide